1,1-diphenylmethyl tridecanoate C(CCCCCCCCCCCC)(=O)OC(C1=CC=CC=C1)C1=CC=CC=C1